2-amino-4-(4-(trifluoromethyl)phenoxy)benzonitrile NC1=C(C#N)C=CC(=C1)OC1=CC=C(C=C1)C(F)(F)F